NC=1C(=NC(=CN1)C1=CC(=C(C=C1)OCCCN1CCCC1)C#N)C1=CC=C(O1)C(=O)N 5-[3-amino-6-(3-cyano-4-{[3-(tetrahydro-1H-pyrrol-1-yl)propyl]oxy}phenyl)pyrazin-2-yl]furan-2-carboxamide